S1C=NC=C1S(=O)(=O)N [1,3]Thiazole-5-sulfonamide